CC1=C(C(=CC(=C1)C#CC)C)C1C(CC2(CCN(CC2)C(CCC#N)=O)CC1=O)=O 4-[9-(2,6-dimethyl-4-prop-1-ynyl-phenyl)-8,10-dioxo-3-azaspiro[5.5]undecan-3-yl]-4-oxo-butyronitrile